S(C)(=O)(=O)O.COC1=C(CNC2=C3NC=NC3=NC=N2)C=CC(=C1)OC 6-(2,4-dimethoxybenzylamino)purine mesylate